(R)-2-((tert-butyldimethylsilyl)oxy)-N-methyl-3-(((S)-1-(5-(trifluoromethyl)pyrazin-2-yl)ethyl)amino)propanamide [Si](C)(C)(C(C)(C)C)O[C@@H](C(=O)NC)CN[C@@H](C)C1=NC=C(N=C1)C(F)(F)F